C(C)(=O)OC1\C=C/CCCCC1 3-acetoxy-cis-cyclooctene